[(1R,2S,3R,4R,5R)-3,4-dihydroxy-6,8-dioxabicyclo[3.2.1]octan-2-yl]4-methylbenzenesulfonate O[C@H]1[C@@H]([C@H]2CO[C@@H]([C@@H]1O)O2)OS(=O)(=O)C2=CC=C(C=C2)C